CC1(CC(OC=2CC(CC(C12)=O)(C)C)=O)C 4,4,7,7-tetramethyl-4,6,7,8-tetrahydro-2H-chromene-2,5(3H)-dione